CN(C(=O)[C@H]1NC([C@H]2[C@@H]1CCC2)=O)C=2C=C(C=CC2)C (1S,3aR,6aS)-N-methyl-3-oxo-N-(m-tolyl)octahydrocyclopenta[c]pyrrole-1-carboxamide